tert-butyl (trans-4-(ethyl(4-(2-oxo-4-(4-(2,2,2-trifluoroacetyl)piperazine-1-carboxamido)pyrimidin-1(2H)-yl)benzyl)amino)cyclohexyl)carbamate C(C)N([C@@H]1CC[C@H](CC1)NC(OC(C)(C)C)=O)CC1=CC=C(C=C1)N1C(N=C(C=C1)NC(=O)N1CCN(CC1)C(C(F)(F)F)=O)=O